6-chloro-4-(difluoromethyl)pyridin-2-amine ClC1=CC(=CC(=N1)N)C(F)F